The molecule is the hydrochloride salt of (+)-pilocarpine, a medication used to treat increased pressure inside the eye and dry mouth. It contains a (+)-pilocarpine. CC[C@H]1[C@H](COC1=O)CC2=CN=CN2C.Cl